5-Butyl-2-methyl-3-octoxyphenol C(CCC)C=1C=C(C(=C(C1)O)C)OCCCCCCCC